C(C)OC(C(C=O)=O)C 3-ethoxy-2-ketobutyraldehyde